ClC1=C(C(=CC=C1Cl)O)C(NC(C(C)C)=O)C1=CC=NC=C1 N-[(2,3-dichloro-6-hydroxyphenyl)(pyridin-4-yl)methyl]-2-methylpropanamide